FC1=C2C=CNC2=CC(=C1OC=1C=CC(=C(C1)N1N=C(C=C1)[C@]1(COC2=C1C=CC=C2CC(=O)O)C)F)F (S)-2-(3-(1-(5-((4,6-Difluoro-1H-indol-5-yl)oxy)-2-fluorophenyl)-1H-pyrazol-3-yl)-3-methyl-2,3-dihydrobenzofuran-7-yl)acetic acid